CC1(CCCCC1)OC(O[C@]1(O[C@H]([C@@H]([C@@H]1O)O)C1=CC=C2C(=NC=NN21)N)C#N)=O carbonic acid ((2R,3S,4R,5S)-5-(4-aminopyrrolo[2,1-f][1,2,4]triazin-7-yl)-2-cyano-3,4-dihydroxytetrahydrofuran-2-yl) methylcyclohexyl ester